FC1(CCC(CC1)[C@H](NC(=O)C1=CC=NN1CC)C=1OC2=C(N1)C=C(C=C2)C(COC)NC(CCC(F)(F)F)=O)F N-((1S)-(4,4-difluorocyclohexyl)(5-(2-(S)-methoxy-1-(4,4,4-trifluorobutanamido)ethyl)benzo[d]oxazol-2-yl)methyl)-1-ethyl-1H-pyrazole-5-carboxamide